2-[[5-[4-cyclopropyl-6-(difluoromethoxy)pyrimidin-5-yl]pyrazolo[4,3-d]pyrimidin-1-yl]methoxy]ethyl-trimethyl-silane C1(CC1)C1=NC=NC(=C1C=1N=CC2=C(N1)C=NN2COCC[Si](C)(C)C)OC(F)F